ClC=1C=C(OC2=C(C(=NC3=CC(=C(C=C23)NC(C)=O)OCC)C)C#N)C=CC1OC N-(4-(3-chloro-4-methoxyphenoxy)-3-cyano-7-ethoxy-2-methylquinolin-6-yl)acetamide